BrC1=C(C=CC(=C1)F)NC=1C=NC=CC1 N-(2-bromo-4-fluoro-phenyl)pyridin-3-amine